C(#N)CC1([C@@H]2CN(C[C@H]12)C(=O)OC(C)(C)C)F tert-butyl (1R,5S,6r)-6-(cyanomethyl)-6-fluoro-3-azabicyclo[3.1.0]hexane-3-carboxylate